tetraethyl bismalonate C(CC(=O)OCC)(=O)OCC.C(CC(=O)OCC)(=O)OCC